C(C)OC1=C(C(=CC=C1)OC[C@@H]1CNCCC1)C1=CC(=NN1)NC=1N=CC(=NC1)C#N (S)-5-((5-(2-ethoxy-6-(piperidin-3-ylmethoxy)phenyl)-1H-pyrazol-3-yl)amino)pyrazine-2-carbonitrile